S1C(=CC2=C1C=CC=C2)C2=CC=C(C=C2)[S+](C)C (4-(benzo[d]thiophen-2-yl)phenyl)dimethylsulfonium